ClC=1C=C(C#N)C=C(C1)C(C)(C)C1=CC=C(C=C1)OCC1=NC(=NC=C1)N1CCN(CC1)C1CN(C1)C1CCNCC1 3-chloro-5-(2-(4-((2-(4-(1-(piperidin-4-yl)azetidin-3-yl)piperazin-1-yl)Pyrimidin-4-yl)methoxy)phenyl)propan-2-yl)benzonitrile